[Ag+].[S-2].[Na+] sodium sulfide silver